undecane-5,7-diol CCCCC(CC(CCCC)O)O